4-((S)-4,4-difluoro-1-((S)-1-oxo-1-((5-(2,4,5-trifluorophenoxy)pyridin-2-yl)amino)propan-2-yl)piperidin-3-yl)pyridine 1-oxide FC1([C@H](CN(CC1)[C@H](C(NC1=NC=C(C=C1)OC1=C(C=C(C(=C1)F)F)F)=O)C)C1=CC=[N+](C=C1)[O-])F